5-(3-(3-cyclopentylprop-1-ynyl)phenylthio)-1H-1,2,3-triazole-4-carboxylic acid C1(CCCC1)CC#CC=1C=C(C=CC1)SC1=C(N=NN1)C(=O)O